COC=1C=C2CCN(CC2=CC1N)C 6-methoxy-2-methyl-1,2,3,4-Tetrahydroisoquinolin-7-amine